diketopiperazinehydrazide O=C1C(N(CCN1)C(=O)NN)=O